CC1(CCC(CC1)NC1=NN2C(C(=N1)OC)=C(C=C2)C=2C=NC=1N(C2)C=CN1)C N-(4,4-dimethylcyclohexyl)-5-(imidazo[1,2-a]pyrimidin-6-yl)-4-methoxypyrrolo[2,1-f][1,2,4]triazin-2-amine